5-((3-amino-3-ethylpentyl) (4-((3-amino-3-ethylpentyl)amino)butyl)amino)-5-oxopentanoate trihydrochloride Cl.Cl.Cl.NC(CCN(C(CCCC(=O)O)=O)CCCCNCCC(CC)(CC)N)(CC)CC